O=C1NC(CCC1N1C(C2=CC=CC(=C2C1=O)NCCC1CCC(CC1)NC)=O)=O 2-(2,6-Dioxo-3-piperidyl)-4-[2-[4-(methylamino)cyclohexyl]ethylamino]isoindoline-1,3-dione